BrC1=CC(=NC=C1)OC1=NC(=NC=C1C1=C(N=CO1)C)Cl 5-(4-((4-bromopyridin-2-yl)oxy)-2-chloropyrimidin-5-yl)-4-methyloxazole